COC=1C(=NC=C(C1)C1=CC=NC2=CC=CC=C12)OC[C@](CC(C)C)(N)C (S)-1-((3-methoxy-5-(quinolin-4-yl)pyridin-2-yl)oxy)-2,4-dimethyl-pentan-2-amine